ClC1=C(OC2=NC3=C(N2C)C=CC=C3)C=CC(=C1)[N+](=O)[O-] (2-chloro-4-nitrophenoxy)-1-methyl-1H-benzimidazole